5-bromo-3-oxo-1-{[2-(trimethylsilyl) ethoxy] methyl}-2,3-dihydro-1H-isoindole-2-carboxylate BrC=1C=C2C(N(C(C2=CC1)COCC[Si](C)(C)C)C(=O)[O-])=O